2-(bromomethyl)-1,3-difluoro-5-methoxybenzene BrCC1=C(C=C(C=C1F)OC)F